NC=1C=C(C(=O)OC(C)C)C=C(C1)N isopropyl 3,5-diaminobenzoate